(3-(4-bromophenyl)-5-methylisoxazol-4-yl)methyl (4-nitrophenyl) carbonate C(OCC=1C(=NOC1C)C1=CC=C(C=C1)Br)(OC1=CC=C(C=C1)[N+](=O)[O-])=O